O1CCOC12C(CCCC2)CCN2C(C1=CC(=C(C=C1C=C2)Br)F)=O 2-(2-(1,4-dioxaspiro[4.5]decan-6-yl)ethyl)-6-bromo-7-fluoroisoquinolin-1(2H)-one